The molecule is a 2-hydroxy fatty acid that is the (R)-2-hydroxy derivative of octacosanoic acid. It is a conjugate acid of a (R)-2-hydroxyoctacosanoate. CCCCCCCCCCCCCCCCCCCCCCCCCC[C@H](C(=O)O)O